FC=1C(=NC(=NC1)NC1CC(CCC1)C(=O)O)C1=CC(=CC=C1)N1C(C=CC=C1)=O 3-[[5-fluoro-4-[3-(2-oxo-1-pyridyl)phenyl]pyrimidin-2-yl]amino]cyclohexanecarboxylic acid